copper (-1) acetate C(C)(=O)[O-].[Cu-]